3-bromo-7-methyl-pyrazolo[1,5-a]pyridine-5-carboxylic acid BrC=1C=NN2C1C=C(C=C2C)C(=O)O